(2R)-ethyl 2-(((2S,SR)-2-carbamoyl-3-cyclopropyl-7-oxo-1,6-diazabicyclo[3.2.1]oct-3-en-6-yl)oxy)-2-fluoroacetate C(N)(=O)[C@H]1N2C(N([C@@H](C=C1C1CC1)C2)O[C@@H](C(=O)OCC)F)=O |&1:7|